(S)-2-methyloxirane C[C@@H]1OC1